FC1=NC=C(C(=O)N2C(CC2)C(=O)NC=2SC=C(N2)C2=CC(=CC=C2)C2=CC=NC=C2)C=C1 1-(6-fluoronicotinoyl)-N-(4-(3-(pyridin-4-yl)phenyl)thiazol-2-yl)azetidine-2-carboxamide